FC=1C=CC=2C3=C(C(OC2C1C)=O)O[C@]([C@H]3C)(C(F)(F)F)C |r| rac-(1S,2R)-7-fluoro-1,2,6-trimethyl-2-(trifluoromethyl)-1,2-dihydro-4H-furo[2,3-c]Chromen-4-one